2-(3-(benzo[4,5]imidazo[1,2-a]pyrimidin-2-yl)3,8-diazabicyclo[3.2.1]oct-8-yl)-N-(bicyclo[2.2.1]hept-5-en-2-ylmethyl)acetamide N=1C=2N(C=CC1N1CC3CCC(C1)N3CC(=O)NCC3C1C=CC(C3)C1)C1=C(N2)C=CC=C1